(R)-N-(3-(pyrrolidin-3-ylmethyl)-3-azaspiro[5.5]undec-9-yl)ethanesulfonamide hydrochloride Cl.N1C[C@@H](CC1)CN1CCC2(CC1)CCC(CC2)NS(=O)(=O)CC